N-((3S,4R)-3-fluoro-1-(oxetan-3-yl)piperidin-4-yl)-5-(4-fluoro-1-isopropyl-2-methyl-1H-benzo[d]imidazol-6-yl)-4-methoxypyrrolo[2,1-f][1,2,4]triazin-2-amine F[C@H]1CN(CC[C@H]1NC1=NN2C(C(=N1)OC)=C(C=C2)C=2C=C(C1=C(N(C(=N1)C)C(C)C)C2)F)C2COC2